tert-butyl (3-(1-(cis-3-(trifluoromethoxy)cyclobutyl)-1H-pyrazole-4-carboxamido)bicyclo[1.1.1]pentan-1-yl)carbamate FC(O[C@H]1C[C@H](C1)N1N=CC(=C1)C(=O)NC12CC(C1)(C2)NC(OC(C)(C)C)=O)(F)F